(6R)-6-{[2-(4-methoxyphenyl)-9-(trifluoromethyl)[1,2,4]triazolo[1,5-c]quinazolin-5-yl]amino}-1,4-diazepan-5-one COC1=CC=C(C=C1)C1=NN2C(=NC=3C=CC(=CC3C2=N1)C(F)(F)F)N[C@H]1C(NCCNC1)=O